FC1=C(C=CC(=C1)F)C(CN1CCC(CC1)NC1=CC=C(C=C1)C1=CC=C(C=C1)C)(CN1N=CN=C1)O 2-(2,4-Difluorophenyl)-1-(4-((4'-methyl-[1,1'-biphenyl]-4-yl)amino)piperidin-1-yl)-3-(1H-1,2,4-triazol-1-yl)propan-2-ol